(3R,4S)-4-((tert-butoxycarbonyl)amino)-1-((2-(4-((5-chloro-3-fluoropyridin-2-yl)oxy)phenyl)-2H-tetrazol-5-yl)methyl)pyrrolidine-3-carboxylic acid C(C)(C)(C)OC(=O)N[C@H]1[C@@H](CN(C1)CC=1N=NN(N1)C1=CC=C(C=C1)OC1=NC=C(C=C1F)Cl)C(=O)O